NCCC=1C=C(C=CC1)NC=1C(=NC(=C(N1)Cl)CC)C(=O)N 3-((3-(2-aminoethyl)phenyl)amino)-5-chloro-6-ethylpyrazine-2-carboxamide